trifluoromethane Lithium [Li].FC(F)F